C(C)(=O)N1CCC(CC1)C(=O)NC(=N)[C@H]1N2C(N([C@H](CC1)C2)O)=O 1-acetyl-N-(((2S,5R)-6-hydroxy-7-oxo-1,6-diazabicyclo[3.2.1]oct-2-yl)(imino)methyl)piperidine-4-carboxamide